N=1C=CN2C1N=CC(=C2)C2=CNC=1N(CN=CC12)[C@H](C(F)(F)F)C (S)-5-(imidazo[1,2-a]pyrimidin-6-yl)-N-(1,1,1-trifluoropropan-2-yl)-7H-pyrrolo[2,3-d]pyrimidin